C=1(C(=CC=C2C=CC=CC12)S(=O)(=O)[O-])S(=O)(=O)[O-] naphthalenedisulfonic acid anion